6-(4-methoxyphenyl)-1,3-benzothiazol-2-amine COC1=CC=C(C=C1)C1=CC2=C(N=C(S2)N)C=C1